3-(2,3,4-trifluorophenyl)propanamide FC1=C(C=CC(=C1F)F)CCC(=O)N